4-oxo-1-(tetrahydro-2H-pyran-4-yl)-5-(p-tolyl)-1,4-dihydropyridazine-3-carboxylic acid O=C1C(=NN(C=C1C1=CC=C(C=C1)C)C1CCOCC1)C(=O)O